[C@H]12CN(C[C@H](CC1)N2)C2=NC(=NC1=C(C(=CC=C21)C2=C(C=CC1=C(C=CC=C21)F)O)F)N2CC1(CCCN1)CC2 (4-((1r,5s)-3,8-diazabicyclo[3.2.1]oct-3-yl)-8-fluoro-2-(1,7-diazaspiro[4.4]nonan-7-yl)quinazolin-7-yl)-5-fluoronaphthalene-2-ol